2-(4-bromophenyl)-5,7-difluoro-1H-indole-3-carbohydrazide BrC1=CC=C(C=C1)C=1NC2=C(C=C(C=C2C1C(=O)NN)F)F